COC(=O)C1=NN(C(=C1)C1=CC(=CC=C1)C(C)C)CC1=C(C=CC=C1)Cl 1-[(2-chlorophenyl)methyl]-5-(3-(prop-2-yl)phenyl)-1H-pyrazole-3-carboxylic acid methyl ester